ClC=1C(=C(C=C(C1)CC)N1CCN(CC1)CC(CCNC(=O)C=1OC2=C(C1)C=CC=C2)F)OC N-(4-(4-(3-chloro-5-ethyl-2-methoxyphenyl)piperazin-1-yl)-3-fluorobutyl)benzofuran-2-carboxamide